ClC1=NC=C(C(=C1)O[C@H](CCO)C)C#CC1CCNCC1 (S)-3-((2-chloro-5-(piperidin-4-ylethynyl)pyridin-4-yl)oxy)butan-1-ol